ethan-1-one oxime C(C)=NO